2-ethyl-3-methyl-1-hexanol C(C)C(CO)C(CCC)C